3-bromomethylbenzyl-triphenylphosphine bromide [Br-].BrCC=1C=C(CC2=C(C=CC=C2)P(C2=CC=CC=C2)C2=CC=CC=C2)C=CC1